C(C(O)CC(=O)O)(=O)O.[S].[Au] gold Sulfur malic acid